C[C@H]1CN(CCN1C)C1=C(C=C(C(=C1)OC)NC1=NC=NC(=C1)N1OCC[C@@H]1C1=CC2=CC=CC=C2C=C1)NC(C=C)=O N-(2-((S)-3,4-dimethylpiperazine-1-yl)-4-methoxy-5-((6-((R)-3-(naphthalene-2-yl)isoxazolidine-2-yl)pyrimidine-4-yl)amino)phenyl)acrylamide